NC1=C(C2=C(S1)CCC21CN(C1)C1=NC(=NC(=C1C#N)N1C[C@H]2CC[C@@H](C1)N2)OCC=2N(N=CC2)C)C#N 2-amino-1'-[5-cyano-2-[(2-methylpyrazol-3-yl)methoxy]-6-[(1R,5S)-3,8-diazabicyclo[3.2.1]octan-3-yl]pyrimidin-4-yl]spiro[5,6-dihydrocyclopenta[b]thiophene-4,3'-azetidine]-3-carbonitrile